C(#N)C1(CC1)NC(=O)C=1C=2CCCCC2C=C(C1)OC[C@H](C)NS(=O)(=O)C(F)(F)F N-(1-cyanocyclopropyl)-7-[(2S)-2-(trifluoromethylsulfonylamino)propoxy]tetralin-5-carboxamide